BrC1=NNC(=C1[N+](=O)[O-])C(=O)OC methyl 3-bromo-4-nitro-1H-pyrazole-5-carboxylate